C(C)OC(CC(C(C)NC(CN1C(C(C2=CC=CC=C12)(C)C)F)=O)(C)C)=O 4-(2-fluoro-3,3-dimethyl-indolin-1-yl)acetamido-3,3-dimethylpentanoic acid ethyl ester